4-methylphenylsulfonyloxy-α-(4-methoxyphenyl)acetonitrile CC1=CC=C(C=C1)S(=O)(=O)OC(C#N)C1=CC=C(C=C1)OC